2-(2,8-dimethylimidazo[1,2-b]pyridazin-6-yl)-9-methyl-7-[(3S)-3-methylpiperazin-1-yl]pyrido[1,2-a]pyrimidin-4-one CC=1N=C2N(N=C(C=C2C)C=2N=C3N(C(C2)=O)C=C(C=C3C)N3C[C@@H](NCC3)C)C1